C1[C@@H]([C@H](O[C@H]1N2C=NC3=C(N=CN=C32)N)CO)OP(=O)(O)O The molecule is a 2'-deoxyadenosine phosphate having a monophosphate group located at the 3'-position. It is a 2'-deoxyadenosine phosphate and a purine 2'-deoxyribonucleoside 3'-monophosphate.